4-([1,1'-biphenyl]-3-yl)-6-(4-(4-chloronaphthalen-1-yl)phenyl)-2-phenylpyrimidine C1(=CC(=CC=C1)C1=NC(=NC(=C1)C1=CC=C(C=C1)C1=CC=C(C2=CC=CC=C12)Cl)C1=CC=CC=C1)C1=CC=CC=C1